methyl 5-(4-{(1R)-1-[(tert-butoxycarbonyl)amino]-2-hydroxyethyl} phenyl)-1,3-thiazol-4-carboxylate C(C)(C)(C)OC(=O)N[C@@H](CO)C1=CC=C(C=C1)C1=C(N=CS1)C(=O)OC